C(#N)C1=C(C=CC=C1)S(=O)(=O)N1CC(C1)(CNC1CCOCC1)COC1=CC(=C(C#N)C=C1)F 4-((1-((2-Cyanophenyl)sulfonyl)-3-(((tetrahydro-2H-pyran-4-yl)amino)methyl)azetidin-3-yl)methoxy)-2-fluorobenzonitrile